ClC1=C(C=CC(=C1)OC=1C=NC=CC1)C(=O)C1=CNC2=NC=CC(=C21)NC2CCC(CC2)CO (2-Chloro-4-(pyridin-3-oxy)phenyl)(4-(((1s,4s)-4-(hydroxymethyl)cyclohexyl)amino)-1H-pyrrolo[2,3-b]pyridin-3-yl)methanone